(2S,3R)-3-((2-aminopyridin-4-yl)methyl)-N2-(thiophen-2-yl)-N1-((R)-1-(3-chlorophenyl)propyl)-N2-methyl-4-oxoazetidine-1,2-dicarboxamide NC1=NC=CC(=C1)C[C@@H]1[C@H](N(C1=O)C(=O)N[C@H](CC)C1=CC(=CC=C1)Cl)C(=O)N(C)C=1SC=CC1